2-chlorothieno[3,2-b]pyridine ClC1=CC2=NC=CC=C2S1